lithium bis(2-fluoropropoxy) borate B(OOCC(C)F)(OOCC(C)F)[O-].[Li+]